C=CC=[C-]CC 4-hexadienide